NC=1C(=NN(C(C1)=O)C1=C(C=CC=C1)F)C(=O)OC Methyl 4-amino-1-(2-fluorophenyl)-6-oxo-1,6-dihydropyridazine-3-carboxylate